ClC1=C(C=C(C=C1)F)NC=1C=CC(=NC1NC(C1=CC(=CC(=C1)C(F)(F)F)F)=O)C(=O)NC 5-((2-chloro-5-fluorophenyl)amino)-6-(3-fluoro-5-(trifluoromethyl)benzamido)-N-methylpicolinamide